1-Bromo-3-(4-chloro-2-fluorophenyl)propan-2-one BrCC(CC1=C(C=C(C=C1)Cl)F)=O